8-(2-fluorophenyl)-1,4-dioxa-9-azaspiro[4.6]undecane FC1=C(C=CC=C1)C1CCC2(OCCO2)CCN1